Cl.NC(C(=O)N1CCN(CC1)C(=O)NC1=NC(N(C=C1)C1=CC=C(C=C1)CN1CC2C(C2C1)N)=O)(CC)CC 4-(2-Amino-2-ethylbutanoyl)-N-(1-(4-((exo-6-amino-3-azabicyclo[3.1.0]hexan-3-yl)methyl)phenyl)-2-oxo-1,2-dihydropyrimidin-4-yl)piperazine-1-carboxamide hydrochloride salt